C(C1=CC=CC=C1)N1C(CC(C1)F)C(F)(F)F 1-benzyl-4-fluoro-2-(trifluoromethyl)pyrrolidine